ClC1=CC(=C(C(=O)NC=2C(=NC(=CC2)OC)C)C=C1C#N)NC1=C(C=C(C=C1)F)C 4-chloro-5-cyano-2-((4-fluoro-2-methylphenyl)-amino)-N-(6-methoxy-2-methylpyridin-3-yl)benzamide